FC1=C(C=CC=C1F)[C@H]([C@H]([C@@H]1NCCC1)CS(=O)(=O)O)C1=CC=C(C=C1)F.Cl hydrochloric acid (1R,2R)-2-(2,3-difluorophenyl)-2-(4-fluorophenyl)-1-((R)-pyrrolidin-2-yl)ethyl-methanesulfonate